2-methyl-9,12-dioxo-13-{3-[(1-oxotetradecyl) oxy] propyl}-5-oxa-2,8,13-triazahexadec-10-en-16-yl tetradecanoate C(CCCCCCCCCCCCC)(=O)OCCCN(C(C=CC(NCCOCCN(C)C)=O)=O)CCCOC(CCCCCCCCCCCCC)=O